FC(C=1C=C(OC2=C(C=C(C=C2)C(CC(=O)OCC)C2=CNC=C2[N+](=O)[O-])OC)C=C(C1)C(F)(F)F)(F)F ethyl 3-{4-[3,5-bis(trifluoromethyl)phenoxy]-3-methoxyphenyl}-3-(4-nitro-1H-pyrrol-3-yl)propanoate